tert-butyl 4-[6-[2-methyl-8-(trifluoromethyl)imidazo[1,2-a]pyridin-6-yl]-1-oxo-3,4-dihydroisoquinolin-2-yl]piperidine-1-carboxylate CC=1N=C2N(C=C(C=C2C(F)(F)F)C=2C=C3CCN(C(C3=CC2)=O)C2CCN(CC2)C(=O)OC(C)(C)C)C1